3-bromo-2-[4-(trifluoromethyl)phenyl]sulfanyl-pyridine BrC=1C(=NC=CC1)SC1=CC=C(C=C1)C(F)(F)F